(1r,3r)-3-((5-(3-(2,2-difluoroethyl)-2-methyl-3H-imidazo[4,5-b]pyridin-5-yl)-7H-pyrrolo[2,3-d]pyrimidin-2-yl)amino)-1-methylcyclobutan-1-ol FC(CN1C(=NC=2C1=NC(=CC2)C2=CNC=1N=C(N=CC12)NC1CC(C1)(O)C)C)F